4-[1-[[2-(trifluoromethyl)pyridin-3-yl]methyl]benzimidazol-2-yl]-1,2,5-oxadiazol-3-amine FC(C1=NC=CC=C1CN1C(=NC2=C1C=CC=C2)C=2C(=NON2)N)(F)F